COC(=O)C1=CNC2=C(C=CC=C12)C=1C=NN(C1)C(C)C 7-(1-isopropyl-1H-pyrazol-4-yl)-1H-indole-3-carboxylic acid methyl ester